methyl 5-(5-(2-methyl-5-(2-(trifluoromethyl)isonicotinamido) phenyl)-3-morpholinopyridin-2-yl)pent-4-ynoate CC1=C(C=C(C=C1)NC(C1=CC(=NC=C1)C(F)(F)F)=O)C=1C=C(C(=NC1)C#CCCC(=O)OC)N1CCOCC1